(S)-3-(4-(((R)-7-fluoro-4-(6-((tetrahydro-2H-pyran-4-yl)oxy)pyridin-3-yl)-2,3-dihydro-1H-inden-1-yl)oxy)phenyl)hex-4-ynoic acid methyl ester COC(C[C@H](C#CC)C1=CC=C(C=C1)O[C@@H]1CCC2=C(C=CC(=C12)F)C=1C=NC(=CC1)OC1CCOCC1)=O